(1S,3aS,6aR)-N-((R)-4-hydroxy-3-oxo-1-((S)-2-oxopyrrolidin-3-yl)butan-2-yl)-2-((R)-5-oxo-2-phenylpyrrolidine-2-carbonyl)octahydrocyclopenta[c]pyrrole-1-carboxamide OCC([C@@H](C[C@H]1C(NCC1)=O)NC(=O)[C@H]1N(C[C@@H]2[C@H]1CCC2)C(=O)[C@]2(NC(CC2)=O)C2=CC=CC=C2)=O